C1(CCCC1)CCC1=NC=NO1 5-(2-cyclopentylethyl)-1,2,4-oxadiazole